methyl (2S)-2-[[6-(4-methoxy-1H-indole-2-carbonyl)-6-azaspiro[3.4]octane-7-carbonyl] amino]-3-[(3S)-2-oxo-3-piperidyl]propanoate COC1=C2C=C(NC2=CC=C1)C(=O)N1CC2(CCC2)CC1C(=O)N[C@H](C(=O)OC)C[C@H]1C(NCCC1)=O